4-difluoromethoxy-5-methoxyphenylacetylene FC(OC1=CC=C(C=C1OC)C#C)F